C(CC(O)(C(=O)[O-])CC(=O)[O-])(=O)[O-].S(=O)(=O)([O-])[O-].[V+5] vanadium sulfate citrate